N-(5-bromo-1-methyl-1H-pyrazol-3-yl)-4-fluoropyrrolidine-2-carboxamide BrC1=CC(=NN1C)NC(=O)C1NCC(C1)F